FC1=C(C(=C(C(=C1F)F)F)F)OS(=O)(=O)C=1C=C2C=CC(N(C2=CC1)C1=C(C=C(C(=C1)Cl)Br)OC)=O (M)-1-(4-bromo-5-chloro-2-methoxyphenyl)-2-oxo-1,2-Dihydroquinoline-6-sulfonic acid perfluorophenyl ester